2-((Benzyloxy)methyl)-6-bromo-4-chloro-7-methoxyquinazoline C(C1=CC=CC=C1)OCC1=NC2=CC(=C(C=C2C(=N1)Cl)Br)OC